(3-methoxybenzylidene)hydrazine COC=1C=C(C=NN)C=CC1